The molecule is an oligosaccharide sulfate that is Delta(4)-beta-D-GlcpA2S-(1->4)-beta-D-GlcpNS in which the hydroxy group at position 6 of the 2-sulfoamino-beta-D-glucopyranose moiety has been converted into the corresponding sulfamic acid derivative. It is a disaccharide derivative, an oligosaccharide sulfate, a member of sulfamic acids and a monocarboxylic acid. C([C@@H]1[C@H]([C@@H]([C@H]([C@@H](O1)O)NS(=O)(=O)O)O)O[C@H]2[C@@H]([C@H](C(=C(O2)C(=O)O)O)O)OS(=O)(=O)O)OS(=O)(=O)O